(2,2,2-trifluoroacetyl)benzonitrile FC(C(=O)C1=C(C#N)C=CC=C1)(F)F